FC=1C(N(C(NC1)=O)CC=1SC(=CC1)[N+](=O)[O-])=O 5-fluoro-3-((5-nitrothiophen-2-yl)methyl)pyrimidine-2,4(1H,3H)-dione